Ethyl trans-2-[6-fluoro-5-(tetramethyl-1,3,2-dioxaborolan-2-yl)pyridine-2-yl]cyclopropane-1-carboxylate FC1=C(C=CC(=N1)[C@H]1[C@@H](C1)C(=O)OCC)B1OC(C(O1)(C)C)(C)C